FC(C1=C(C=CC(=N1)OC1CCC2(CN(C2)C(=O)OCCCC)CC1)CC)F butyl 7-((6-(difluoromethyl)-5-ethylpyridin-2-yl)oxy)-2-azaspiro[3.5]nonane-2-carboxylate